5-(3-(2,2-difluoroethyl)-2-methyl-3H-imidazo[4,5-b]pyridin-5-yl)-N-(cis-4-methoxycyclohexyl)-7H-pyrrolo[2,3-d]pyrimidin-2-amine FC(CN1C(=NC=2C1=NC(=CC2)C2=CNC=1N=C(N=CC12)N[C@@H]1CC[C@@H](CC1)OC)C)F